CC1=C(C=2N(C=C1C1=CC3=C(N(C(N3)=O)C3CCC(CC3)NCC(CC)CC)C=C1C(C)C)N=CN2)C 5-(7,8-Dimethyl-[1,2,4]triazolo[1,5-a]pyridin-6-yl)-1-((1S,4S)-4-((2-ethylbutyl)amino)cyclohexyl)-6-isopropyl-1,3-dihydro-2H-benzo[d]imidazol-2-on